OC(C(=O)N1C2=C(OCC1)N=CC(=C2)NC2=CC=C(C=N2)C2=CC=C(C=C2)N2C(CCC2)=O)C 1-(4-(6-((1-(2-hydroxy-propanoyl)-2,3-dihydro-1H-pyrido-[2,3-b][1,4]oxazin-7-yl)amino)pyridin-3-yl)phenyl)pyrrolidin-2-one